(-)-N-(cyclopropylmethyl)-5-((cyclopropylmethylamino)(phenyl)methyl)-2-fluoroaniline C1(CC1)CNC1=C(C=CC(=C1)C(C1=CC=CC=C1)NCC1CC1)F